6-hexyl-3-methyl-4-phenylquinolin-2(1H)-one C(CCCCC)C=1C=C2C(=C(C(NC2=CC1)=O)C)C1=CC=CC=C1